1-phenylcyclohexane-1-carbonyl chloride C1(=CC=CC=C1)C1(CCCCC1)C(=O)Cl